C1(=CC(=CC=C1)C(=O)Cl)C1=CC(=CC=C1)C(=O)Cl 3,3'-biphenyldicarbonyl dichloride